2-morpholin-4-ylethyl 1-phenylcyclohexane-1-carboxylate C1(=CC=CC=C1)C1(CCCCC1)C(=O)OCCN1CCOCC1